2-(chloromethyl)-4-oxo-3,4-dihydroquinazoline-8-carbonitrile ClCC1=NC2=C(C=CC=C2C(N1)=O)C#N